3-(4-fluoro-benzoyl)-1,1-dimethyl-1,2,3,6,7,8,9,10-octahydro-azepino[4,5-b]indole-5-carboxylic acid ethyl ester C(C)OC(=O)C1=CN(CC(C2=C1NC=1CCCCC21)(C)C)C(C2=CC=C(C=C2)F)=O